3-tert-butyloxycarbonylamino-2-fluorobenzonitrile C(C)(C)(C)OC(=O)NC=1C(=C(C#N)C=CC1)F